F[C@H]1[C@@H]2CC[C@H](C[C@H]1N(C)C1=NC=C(N=C1)C1=C(C=C(C=C1)C1=CN=NC(=C1)OC)OCOC)N2C(=O)OC(C)(C)C tert-butyl (1S,2R,3R,5R)-2-fluoro-3-([5-[2-(methoxymethoxy)-4-(6-methoxypyridazin-4-yl)phenyl]pyrazin-2-yl](methyl)amino)-8-azabicyclo[3.2.1]octane-8-carboxylate